3-Chloroaniline ClC=1C=C(N)C=CC1